C(C1=CC=CC=C1)C1(C[C@@H]2[C@@H](CN(C2)CC(=O)C2=NC=C(C=C2)O)C1)O 2-((3aR,5r,6aS)-5-benzyl-5-hydroxyhexa-hydrocyclopenta[c]pyrrol-2(1H)-yl)-1-(5-hydroxypyridin-2-yl)ethanone